NC1=NC2=C(C=3N1N=C(N3)C=3OC=CC3)SC(N2CCN2CCN(CC2)C2=C(C=C(C=C2)OCC(C(F)(F)F)O)F)=O 5-amino-3-(2-(4-(2-fluoro-4-(3,3,3-trifluoro-2-hydroxypropoxy)phenyl)piperazin-1-yl)ethyl)-8-(furan-2-yl)thiazolo[5,4-e][1,2,4]triazolo[1,5-c]pyrimidin-2(3H)-one